BrC1=C(C=C(OC2=C(C=C(C=C2)[N+](=O)[O-])C2=CN(C3=C(N=CC=C32)OC)C)C=C1)F 3-(2-(4-bromo-3-fluorophenoxy)-5-nitrophenyl)-7-methoxy-1-methyl-1H-pyrrolo[2,3-c]pyridine